phenyl-[4-(10-mercapto-decylthio)phenyl]methanone C1(=CC=CC=C1)C(=O)C1=CC=C(C=C1)SCCCCCCCCCCS